FC1=COC2=C1C=C(C=C2)CC(C)NCC(=O)O (1-(3-fluorobenzofuran-5-yl)propan-2-yl)glycine